ClCCN(CCCl)CC N,N-di(chloroethyl)ethylamine